O[C@H]1[C@@H](N(CC1)C(=O)C1=CC=CC=C1)C ((2S,3R)-3-hydroxy-2-methylpyrrolidin-1-yl)(phenyl)methanone